(R)-1-(1-(4-(1H-1,2,4-Triazol-1-yl)benzyl)-1H-benzo[d]imidazol-2-yl)piperidin-3-amin N1(N=CN=C1)C1=CC=C(CN2C(=NC3=C2C=CC=C3)N3C[C@@H](CCC3)N)C=C1